2-methylhydroxybenzamide CC1=C(C(=O)N)C=CC=C1O